CC1(C=2C=CC(=CC2C(CC1)(C)C)SC=1C=C(C=CC1)CC(=O)OCCCC)C Butyl 2-{3-[(5,5,8,8-tetramethyl-5,6,7,8-tetrahydronaphthalen-2-yl)sulfanyl] phenyl}acetate